C(C)N1N=C(N=N1)CNCC N-((2-ethyl-2H-tetrazol-5-yl)methyl)ethylamine